4-(7-fluoro-1,5-diaza-3-naphthylamino)-2-{5-methoxy-6-[(1s,3s)-3-(dimethylamino)cyclobutoxy]-3-pyridylamino}pyrimidine FC1=CN=C2C=C(C=NC2=C1)NC1=NC(=NC=C1)NC=1C=NC(=C(C1)OC)OC1CC(C1)N(C)C